FC([C@H](C)N1N=NC2=C1C=C(C=C2)C=2C(=CN1N=C(N=C(C12)OC)NCC(C#N)(C)C)F)F (S)-3-((5-(1-(1,1-difluoropropan-2-yl)-1H-benzo[d][1,2,3]triazol-6-yl)-6-fluoro-4-methoxypyrrolo[2,1-f][1,2,4]triazin-2-yl)amino)-2,2-dimethylpropanenitrile